3-[4-[4-[2-(4-piperidyl)ethyl]piperazin-1-yl]phenyl]piperidine-2,6-dione N1CCC(CC1)CCN1CCN(CC1)C1=CC=C(C=C1)C1C(NC(CC1)=O)=O